COC(C=C)=O.C1CCCC1.C1CCCC1 dicyclopentane (methyl)acrylate